2,2-bis[(diphenylphosphino)methyl]-1,1-biphenyl C1(=CC=CC=C1)P(C1=CC=CC=C1)CC1(C(=CC=CC1)C1=CC=CC=C1)CP(C1=CC=CC=C1)C1=CC=CC=C1